N1C=NC2=C1C=CC(=C2)N2C(C1=CC=CC=C1C2C2=CC=C(C=C2)Cl)=O 2-(1H-benzo[d]imidazol-5-yl)-3-(4-chlorophenyl)isoindolin-1-one